C(=O)(O)CC[Si](OCCOC)(OCCOC)C1=CC=CC=C1 carboxyethylphenylbis-(2-methoxyethoxy)silane